2-[6-tert-butoxycarbonyl-1-(cyclopropylmethyl)-7,8-dihydropyrrolo[2,3-e]indol-2-yl]-7-fluoro-1-methyl-benzimidazole-5-carboxylic acid C(C)(C)(C)OC(=O)N1CCC2=C3C(=CC=C12)C=C(N3CC3CC3)C3=NC1=C(N3C)C(=CC(=C1)C(=O)O)F